8-((3R,4S)-4-((5-ethylpyrimidin-2-yl)oxy)-3-methylpiperidin-1-yl)-5-methyl-6-oxo-5,6-dihydro-1,5-naphthyridine-2-carbonitrile C(C)C=1C=NC(=NC1)O[C@@H]1[C@@H](CN(CC1)C1=CC(N(C=2C=CC(=NC12)C#N)C)=O)C